(4-(((R)-1-hydroxy-4-methylpent-2-yl)amino)-6-((R)-2-(6-methoxypyridin-3-yl)propyl)-1,3,5-triazin-2-yl)methanesulfonamide OC[C@@H](CC(C)C)NC1=NC(=NC(=N1)C[C@@H](C)C=1C=NC(=CC1)OC)CS(=O)(=O)N